COC(NC=1N=C(C2=C(N1)C=NN2CC2=C(C=C(C=C2)C2NCCNC2)OC)N[C@H](CCO)CCC)=O (7-(((S)-1-hydroxyhex-3-yl)amino)-1-(2-methoxy-4-(piperazin-2-yl)benzyl)-1H-pyrazolo[4,3-d]Pyrimidin-5-yl)carbamic acid methyl ester